CC1=C(C(=CC(=C1)C)C(C)(C)C)O 2,4-dimethyl-6-tertbutyl-phenol